(11Z)-hexadecadien-1-al C(C=CC=CCCCCCCCCCCC)=O